Pyrrolo[3,4-d]Pyrimidine-2-carboxylic acid phenyl ester C1(=CC=CC=C1)OC(=O)C1=NC=C2C(N1)=CN=C2